hexahydro-1H-4,7-epoxyisoindole-1,3(2H)-dione C1(NC(C2C3CCC(C12)O3)=O)=O